BrC1=CC2=C(N(C(N2C)=O)C2C(NC(CC2)=O)=O)C=C1 3-(5-bromo-3-methyl-2-oxo-2,3-dihydro-1H-benzimidazol-1-yl)piperidine-2,6-dione